C1(=CC=CC=C1)[P+](CCCCCCNC(=O)C=1C(=NC(=C(C1[2H])[2H])[2H])[2H])(C1=CC=CC=C1)C1=CC=CC=C1 triphenyl-[6-[(2,4,5,6-tetradeuteriopyridine-3-carbonyl)amino]hexyl]phosphonium